[6R]-5,10-Methylene-tetrahydrofolic acid C1N2C=3C(NC(=NC3NC[C@@H]2CN1C1=CC=C(C(N[C@@H](CCC(=O)O)C(=O)O)=O)C=C1)N)=O